{4-[6-(7-cyclopentyl-6-dimethylcarbamoyl-7H-pyrrolo[2,3-d]pyrimidin-2-ylamino)-pyridin-3-yl]-piperazin-1-yl}-propionic acid C1(CCCC1)N1C(=CC2=C1N=C(N=C2)NC2=CC=C(C=N2)N2CCN(CC2)C(C(=O)O)C)C(N(C)C)=O